5-hydroxy-N-methoxy-4-(5-methyl-1H-indol-2-yl)-2-carbonyl-5-pentyl-2,5-dihydrofuran-3-carboxamide OC1(C(=C(C(O1)=C=O)C(=O)NOC)C=1NC2=CC=C(C=C2C1)C)CCCCC